C(C)(C)(C)OC=CC1=CC=CC=C1 tertbutyloxystyrene